N-(1-hydroxy-2-methylpropan-2-yl)azetidine-3-carboxamide hydrochloride Cl.OCC(C)(C)NC(=O)C1CNC1